1'-(8-((2-amino-3-chloropyridin-4-yl)thio)-7-methylimidazo[1,2-c]pyrimidin-5-yl)-1,3-dihydrospiro[indene-2,4'-piperidin]-1-amine NC1=NC=CC(=C1Cl)SC=1C=2N(C(=NC1C)N1CCC3(CC1)C(C1=CC=CC=C1C3)N)C=CN2